1,2,3,4-tetrahydroisoquinoline-8-Carboxylic acid C1NCCC2=CC=CC(=C12)C(=O)O